CC1=C(OC=2CCC3=CN(N=C3C21)CC2=CC(=NC=C2)C)C(=O)NC[C@H]2OCCC2 8-Methyl-2-[(2-methylpyridin-4-yl)methyl]-N-[(2S)-tetrahydrofuran-2-ylmethyl]-4,5-dihydro-2H-furo[2,3-g]indazol-7-carboxamid